1-(ethyl(2-hydroxyethyl)amino)-2-methylpropane-2-ol C(C)N(CC(C)(O)C)CCO